3-methyl-5-(2-methyl-4-(4,4,5,5-tetramethyl-1,3,2-dioxaborolan-2-yl)phenyl)-6,7-dihydro-pyrazolo[1,5-a]pyrazin-4(5H)-one CC=1C=NN2C1C(N(CC2)C2=C(C=C(C=C2)B2OC(C(O2)(C)C)(C)C)C)=O